CC=1N=C(C2=C(N1)SC=C2)C2C(C2)C2=CC1=CN(N=C1C=C2)C2CCNCC2 2-methyl-4-(2-(2-(piperidin-4-yl)-2H-indazol-5-yl)cyclopropyl)thieno[2,3-d]pyrimidine